3-amino-N-{4-fluoro-2-[3-methoxy-4-(methylamino)pyrrolidin-1-yl]-5,6,7,8-tetrahydroquinolin-6-yl}-4,6-dimethylthieno[2,3-b]pyridine-2-carboxamide NC1=C(SC2=NC(=CC(=C21)C)C)C(=O)NC2CC=1C(=CC(=NC1CC2)N2CC(C(C2)NC)OC)F